2,2'-(ethane-1,2-diylbis(oxy))diethanamine C(COCCN)OCCN